BrC1=NC=CC=C1C(C)N 1-(2-bromopyridin-3-yl)ethan-1-amine